FC=1C(=NC(=NC1)NC1=CC(=C(C=C1)S(=O)(=O)C)F)C1=CN=CN1C1CCOCC1 5-fluoro-N-(3-fluoro-4-(methylsulfonyl)phenyl)-4-(1-(tetrahydro-2H-pyran-4-yl)-1H-imidazol-5-yl)pyrimidin-2-amine